1-chloro-8-(4-(1-methoxycyclopropane-1-carbonyl)piperazin-1-yl)-N-(3-methyloxetan-3-yl)-3-(5-(trifluoromethyl)-1,3,4-thiadiazol-2-yl)imidazo[1,5-a]pyridine-6-sulfonamide ClC=1N=C(N2C1C(=CC(=C2)S(=O)(=O)NC2(COC2)C)N2CCN(CC2)C(=O)C2(CC2)OC)C=2SC(=NN2)C(F)(F)F